ClC1=CN=C2C(=N1)N(N=C2I)[C@@H](C)C2CCOCC2 (S)-6-chloro-3-iodo-1-(1-(tetrahydro-2H-pyran-4-yl)ethyl)-1H-pyrazolo[3,4-b]pyrazine